OC[C@@H]1[C@@H]([C@@H](C=2N=C(OC2O1)C(F)(F)F)O)O (5R,6R,7R)-5-(hydroxymethyl)-2-(trifluoromethyl)-6,7-dihydro-5H-pyrano[3,2-d]oxazole-6,7-diol